Cl.CC1=C(C=CC=C1)CCN1CCN(CC1)CC=O 2-(4-(2-methylphenylethyl)piperazin-1-yl)ethan-1-one hydrochloride